1-(1-(2,6-dioxopiperidin-3-yl)-3-methyl-2-oxo-2,3-dihydro-1H-benzo[d]imidazol-4-yl)piperidine-4-carbaldehyde O=C1NC(CCC1N1C(N(C2=C1C=CC=C2N2CCC(CC2)C=O)C)=O)=O